C1(=CC=CC=C1)N(C1=CC=CC=C1)C1=CC=C(C=C1)OC N,N-diphenyl-4-methoxyphenylamine